FC=1C=C(C=CC1F)/C=C/C(=O)N1CCN(CC1)C(C1=CC=C(C=C1)OC)=O (E)-3-(3,4-difluorophenyl)-1-(4-(4-methoxybenzoyl)piperazin-1-yl)prop-2-en-1-one